tert-Butyl 4-(2-((5-bromoimidazo[1,2-a]pyrazin-8-yl)amino)thiazol-4-yl)piperidine-1-carboxylate BrC1=CN=C(C=2N1C=CN2)NC=2SC=C(N2)C2CCN(CC2)C(=O)OC(C)(C)C